N1[C@@H](CCC1=O)C(=O)[O-] L-PYROGLUTAMATE